N-(4-(chlorodifluoromethoxy)phenyl)-2-(hydroxymethyl)-1-isopropyl-3-methyl-7-(1H-pyrazol-5-yl)indoline-5-carboxamide ClC(OC1=CC=C(C=C1)NC(=O)C=1C=C2C(C(N(C2=C(C1)C1=CC=NN1)C(C)C)CO)C)(F)F